ClC=1C=C(C=CC1Cl)C=1N=C(NC1C)CC1=CC=CC2=CC=CC=C12 4-(3,4-dichlorophenyl)-5-methyl-2-(1-naphthylmethyl)imidazole